(1-methylindenyl)(tetramethylcyclopentadienyl)hafnium dichloride [Cl-].[Cl-].CC1C(=CC2=CC=CC=C12)[Hf+2]C1(C(=C(C(=C1)C)C)C)C